O[C@@]1(C[C@H]([C@@H](CC1)NC(OC(C)(C)C)=O)NC(OC(C)(C)C)=O)C1=CC(=CC=C1)C(F)(F)F |r| rac-di-tert-butyl ((1R,2R,4S)-4-hydroxy-4-(3-(trifluoromethyl)-phenyl)cyclohexane-1,2-diyl)dicarbamate